FC1=NN=C2N1C1=CC=CC=C1C(=N2)N2CCCC1=C(C=NC=C21)C#CC2(CC2)C(F)(F)F fluoro-5-(5-((1-(trifluoromethyl)cyclopropyl)ethynyl)-3,4-dihydro-1,7-naphthyridin-1(2H)-yl)-[1,2,4]triazolo[4,3-a]quinazoline